N1(CCOCC1)C(=O)C=1C(=C2C=CC(=NC2=CC1)C=O)C1=CC=CC2=CC=CC=C12 6-(morpholine-4-carbonyl)-5-(naphthalen-1-yl)quinoline-2-carbaldehyde